S1C(=NC=C1)N [1,3]thiazol-2-amine